C1(CC1)N(C(=O)NCC1=CC(=NO1)C1=CC=CC=C1)[C@H]1CN(CCC1)C=1N=NC=CC1 1-cyclopropyl-3-[(3-phenyl-1,2-oxazol-5-yl)methyl]-1-[(3R)-1-(pyridazin-3-yl)piperidin-3-yl]urea